3-(2,6-difluorophenyl)-1-((4-(morpholine-4-carbonyl)phenyl)amino)-6,7-dihydroimidazo[1,5-a]pyrazin-8(5H)-one FC1=C(C(=CC=C1)F)C1=NC(=C2N1CCNC2=O)NC2=CC=C(C=C2)C(=O)N2CCOCC2